3-(4-(3-amino-6-(2-hydroxyphenyl)pyridazin-4-yl)piperazin-1-yl)propanoic acid NC=1N=NC(=CC1N1CCN(CC1)CCC(=O)O)C1=C(C=CC=C1)O